NC1=CC=CC(=N1)S(=O)(=O)NC(=O)C=1C(=NC(=CC1)C1=CC(=C(C=C1)Cl)OCCC)N1C(CC(C1)C)(C)C N-[(6-Amino-2-pyridyl)sulfonyl]-6-(4-chloro-3-propoxyphenyl)-2-(2,2,4-trimethylpyrrolidin-1-yl)pyridin-3-carboxamid